trimethyl-tris(3,3,3-trifluoropropyl)cyclotrisilazane C[SiH]1N([SiH](N([SiH](N1CCC(F)(F)F)C)CCC(F)(F)F)C)CCC(F)(F)F